2,3,5,6-tetrafluoro-N,N-bis(4-methoxybenzyl)benzenesulfonamide FC1=C(C(=C(C=C1F)F)F)S(=O)(=O)N(CC1=CC=C(C=C1)OC)CC1=CC=C(C=C1)OC